O=C1NC(CCC1N1N=C(C=CC1=O)N1CCN(CC1)C(=O)OC(C)(C)C)=O tert-Butyl 4-(1-(2,6-dioxopiperidin-3-yl)-6-oxo-1,6-dihydropyridazin-3-yl)piperazine-1-carboxylate